CC(C)N1N=CC=C1C(=O)O 1-(prop-2-yl)-1H-pyrazole-5-carboxylic acid